ethyl 2-(1-methyl-1H-pyrrol-2-yl)-2H-tetrazole-5-carboxylate CN1C(=CC=C1)N1N=C(N=N1)C(=O)OCC